Cl.N1=CN=C(C2=C1NC=C2)N2CCSC(=C2)C(=O)N2C[C@H](CCC2)N (S)-(4-(7H-pyrrolo[2,3-d]pyrimidin-4-yl)-3,4-dihydro-2H-1,4-thiazin-6-yl)(3-aminopiperidin-1-yl)methanone hydrochloride